COC(C/C=C/CC(=O)O)=O (E)-6-methoxy-6-oxohex-3-enoic acid